N1=C(N=CC=C1)C1=CC(=C(C=C1/C=C/C(=O)O)O)O pyrimidine-caffeic acid